C(CCCCC)N1C=[N+](C=C1)CCCS(=O)(=O)[O-] 1-hexyl-3-(3-sulfonatopropyl)-1H-imidazol-3-ium